4-(1,4-diazacycloheptan-1-yl)-N,N-dimethylbenzamide N1(CCNCCC1)C1=CC=C(C(=O)N(C)C)C=C1